CC1(N(CC[C@H](C1)C1=CC=C2C(=NN(C2=C1)C)C1C(NC(CC1)=O)=O)CC1CCNCC1)C 3-[6-[(4R)-2,2-dimethyl-1-(4-piperidylmethyl)-4-piperidyl]-1-methyl-indazol-3-yl]piperidine-2,6-dione